ethyl 2-(2-(4-(2-(2-(((5r,8r)-4-hydroxy-3-mesityl-2-oxo-1-oxaspiro[4.5]dec-3-en-8-yl)oxy)ethoxy)ethyl)piperazin-1-yl)ethoxy)acetate OC1=C(C(OC12CCC(CC2)OCCOCCN2CCN(CC2)CCOCC(=O)OCC)=O)C2=C(C=C(C=C2C)C)C